6-cyano-2-(2-((6,6-dimethyl-2,4-dioxo-3-azabicyclo[3.1.0]hexan-3-yl)methyl)thieno[3,2-b]pyridin-7-yl)-N-(2-(dimethylamino)ethyl)-N,4-dimethylnicotinamide C(#N)C1=NC(=C(C(=O)N(C)CCN(C)C)C(=C1)C)C1=C2C(=NC=C1)C=C(S2)CN2C(C1C(C1C2=O)(C)C)=O